(S)-1-(1-naphthyl)ethylamine C1(=CC=CC2=CC=CC=C12)[C@H](C)N